2-(4-bromophenyl)-1-phenyl-1H-benzol BrC1=CC=C(C=C1)C1C(C=CC=C1)C1=CC=CC=C1